F[C@H]1C[C@H]2N(C=3N=CC(=CC13)C(F)(F)F)CCNC2 (5S,6aR)-5-fluoro-3-(trifluoromethyl)-5,6,6a,7,9,10-hexahydro-8H-pyrazino[1,2-a][1,8]naphthyridin